NC1=NC(=NC(=C1C=O)SC)Cl 4-amino-2-chloro-6-methylsulfanyl-pyrimidine-5-carbaldehyde